IC1=CC=C(CN2N=C(C=C2)[C@@H]([C@@](CN2N=NN=C2)(O)C2=C(C=C(C=C2)F)F)C)C=C1 (2R,3S)-3-(1-(4-iodobenzyl)-1H-pyrazol-3-yl)-2-(2,4-difluorophenyl)-1-(1H-tetrazol-1-yl)butan-2-ol